C(C)(=O)O[C@H]1[C@@H](O[C@@H]([C@@H]([C@@H]1OC(C)=O)OC(C)=O)COC(C)=O)C=1OC(=NN1)C1=NC=CC=C1 2-(2',3',4',6'-Tetra-O-acetyl-β-D-galactopyranosyl)-5-(pyridin-2-yl)-1,3,4-oxadiazole